FC=1C=C2CC(CN3C2=C(C1)C=C3)N(C)C 8-fluoro-N,N-dimethyl-5,6-dihydro-4H-pyrrolo[3,2,1-ij]quinolin-5-amine